C[Zr](C1(C=CC=C1)C(C)(C)C)(C1(C=CC=C1)C(C)(C)C)C dimethyl-bis(tert-butyl-cyclopentadienyl)zirconium